C1(CC2C(CC1)O2)CC[Si](OC2=CC=CC=C2)(OC2=CC=CC=C2)C (3,4-epoxycyclohexyl)ethyl-methyldiphenoxysilane